(3Ar)-9-methoxy-2,3a,4,4-tetramethyl-7-pentyl-3,9b-dihydrocyclopenta[c]chromene COC=1C=2C3[C@](C(OC2C=C(C1)CCCCC)(C)C)(CC(=C3)C)C